ClCC(=O)N1CCC=2C1=CN=CC2C2=CC=C(C#N)C=C2 4-(1-(2-Chloroacetyl)-2,3-dihydro-1H-pyrrolo[2,3-c]pyridin-4-yl)benzonitrile